2-(4-{[(2R,6S)-2,6-dimethylmorpholin-4-yl]Methyl-piperidin-1-yl}-3-fluorophenyl)Benzene-1-sulfonamide C[C@@H]1CN(C[C@@H](O1)C)CC1N(CCCC1)C1=C(C=C(C=C1)C1=C(C=CC=C1)S(=O)(=O)N)F